F[C@@H]1C[C@@]2(CCCN2C1)COC1=NC2=C(C(=CC=C2C(=N1)N1C[C@H]([C@H](C1)F)F)C1=CC(=CC2=CC=C(C(=C12)C#C)F)O)F 4-(2-{[(2r,7as)-2-fluoro-hexahydro-1H-pyrrolizin-7a-yl]methoxy}-4-[(3r,4s)-3,4-difluoropyrrolidin-1-yl]-8-fluoroquinazolin-7-yl)-5-ethynyl-6-fluoronaphthalen-2-ol